FC(C(CCC(=O)O)C)(F)F 5,5,5-trifluoro-4-methylpentanoic acid